(7R,14R)-1-hydroxy-11-(2-(1-hydroxycyclobutyl)pyrimidin-5-yl)-6-(methyl-d3)-6,7-dihydro-7,14-methanobenzo[f]benzo[4,5]imidazo[1,2-a][1,4]diazocin-5(14H)-one OC1=CC=CC=2C(N([C@H]3C=4N([C@@H](C21)C3)C3=C(N4)C=CC(=C3)C=3C=NC(=NC3)C3(CCC3)O)C([2H])([2H])[2H])=O